3,5-dioxo-2,3,4,5-tetrahydro-1,2,4-triazine-6-nitrile O=C1NN=C(C(N1)=O)C#N